NC1([C@H]2[C@H]3C(N(C([C@H]3[C@@H](C1)CC2)=O)CC2=CC=C(C=C2)OC)=O)C#N (1R,2S,6R,7R)-8-amino-4-[(4-methoxyphenyl)methyl]-3,5-dioxo-4-azatricyclo[5.2.2.02,6]undecane-8-carbonitrile